C1(CC1)C1=NN(C(=C1C(F)(F)F)C(=O)NC1=CC(=NC=C1)C(=O)N)CC1CC(OCC1)C 4-(3-cyclopropyl-1-((2-methyltetrahydro-2H-pyran-4-yl)methyl)-4-(trifluoromethyl)-1H-pyrazole-5-carboxamido)picolinamide